[Si](C)(C)(C(C)(C)C)OCC(=O)OCC ethyl 2-[(tert-butyldimethylsilyl)oxy]acetate